C(C)(C)(C)C1=CC=C(C=C1)C(C(Cl)(Cl)Cl)=O p-tert-butyltrichloroacetophenone